C(C)(C)(C)OC(=O)N1N=CC(=C1)C1=CC=CC2=C1N=C(O2)C[C@@H](C(=O)O)NC(=O)OC(C)(C)C (S)-3-(4-(1-(tert-butoxycarbonyl)-1H-pyrazol-4-yl)benzo[d]oxazol-2-yl)-2-((tert-butoxycarbonyl)amino)propionic acid